CNC(C(=O)O)CC N-methylaminobutyric acid